C(C)(C)C1NC(OC1)=O 4-isopropyl-oxazolidin-2-one